N-((1-(4-(6-(Difluoromethyl)imidazo[1,2-a]pyrazin-3-yl)pyrimidin-2-yl)-4,4-difluoro-5-methylpiperidin-3-yl)methyl)methanesulfonamide FC(C=1N=CC=2N(C1)C(=CN2)C2=NC(=NC=C2)N2CC(C(C(C2)C)(F)F)CNS(=O)(=O)C)F